BrC1=CC=C(S1)CN1C=NN(C1=O)C\C(\CNC(OC(C)(C)C)=O)=C/F tert-butyl (Z)-(2-((4-((5-bromothiophen-2-yl)methyl)-5-oxo-4,5-dihydro-1H-1,2,4-triazol-1-yl)methyl)-3-fluoroallyl)carbamate